1,2-bis(phenylamino)propane Methyl-3-methoxy-2-methylbutyrate COC(C(C(C)OC)C)=O.C1(=CC=CC=C1)NCC(C)NC1=CC=CC=C1